OCC1(CCN(CC1)CC1=CN=C(S1)C1=CC(=CC=C1)OC)O 4-(hydroxymethyl)-1-[2-(3-methoxy-phenyl)-1,3-thiazol-5-yl]methylpiperidin-4-ol